BrC=1C=C(NC2(CCC3(N(C(C4=CC=CC=C34)=O)C3=CC=C(C=C3)OC)CC2)C(=O)O)C=CC1 (1s,4s)-4-(3-bromoanilino)-2'-(4-methoxyphenyl)-3'-oxo-2',3'-dihydrospiro[cyclohexane-1,1'-isoindole]-4-carboxylic acid